3-(morpholinosulfonyl)phenylboronic acid O1CCN(CC1)S(=O)(=O)C=1C=C(C=CC1)B(O)O